2-(6-tert-Butyl-3-pyridyl)-1H-imidazo[4,5-c]-pyridine C(C)(C)(C)C1=CC=C(C=N1)C=1NC2=C(C=NC=C2)N1